N-(piperidin-4-yl)benzo[d]thiazol-7-amine hydrochloride Cl.N1CCC(CC1)NC1=CC=CC=2N=CSC21